C1(CCC2=CC=CC=C12)=O 2,3-dihydro-1H-indene-1-one